(3Z)-1-bromo-14,14-didecanyloxy-3-tetradecene BrCC\C=C/CCCCCCCCCC(OCCCCCCCCCC)OCCCCCCCCCC